C(CCC)OCCOCCOCCOCCCC triethylene glycol di-n-butyl ether